FC=1C=C(C=C(C1)F)C1=CC(=C(C=C1)[C@H]([C@H]1O[C@@H]([C@H]([C@@H]([C@@H]1O)O)O)CO)O)C(F)(F)F (2R,3S,4S,5S,6R)-2-((R)-(3',5'-difluoro-3-(trifluoromethyl)-[1,1'-biphenyl]-4-yl)(hydroxy)methyl)-6-(hydroxymethyl)tetrahydro-2H-pyran-3,4,5-triol